2-(fluorenylmethyloxycarbonylamino)butanoic acid C1(=CC=CC=2C3=CC=CC=C3CC12)COC(=O)NC(C(=O)O)CC